BrC1=C(N(N=C1C1=CN=NC=C1)COCC[Si](C)(C)C)C(=O)OC methyl 4-bromo-5-pyridazin-4-yl-2-(2-trimethylsilylethoxymethyl)pyrazole-3-carboxylate